ClC1=CC=C(C=C1)C1=C(CC(CC1)(C)C)CN1CCN(CC1)C1=CC=C(C(=O)NS(=O)(=O)CCCCCC(=O)OCC)C=C1 Ethyl 6-[[4-[4-[[2-(4-chlorophenyl)-5,5-dimethyl-cyclohexen-1-yl]methyl]piperazin-1-yl] benzoyl]sulfamoyl]hexanoate